(4E)-4-methyl-5-(4-methylphenyl)-4-pentenal C/C(/CCC=O)=C\C1=CC=C(C=C1)C